disalicylidene-1,2-propylenediamine C(C=1C(O)=CC=CC1)=NCC(C)N=CC=1C(O)=CC=CC1